ClC=1C=C(C(=O)NCC2CC(N(C(C2)([2H])[2H])CC(NC(C([2H])([2H])[2H])(C([2H])([2H])[2H])C)=O)([2H])[2H])C=C(C1)F 3-chloro-5-fluoro-N-[[2,2,6,6-tetradeuterio-1-[2-oxo-2-[[2,2,2-trideuterio-1-methyl-1-(trideuteriomethyl)ethyl]amino]ethyl]-4-piperidyl]methyl]benzamide